[Si](C)(C)(C(C)(C)C)O[C@H]1[C@@H]([C@@H](O[C@]1(CO)CO[Si](C)(C)C(C)(C)C)N1C(NC(C(=C1)F)=O)=O)F 1-[(2R,3S,4R,5R)-4-[(tert-butyldimethylsilyl)oxy]-5-{[(tert-butyldimethylsilyl)oxy]methyl}-3-fluoro-5-(hydroxymethyl)oxolan-2-yl]-5-fluoro-3H-pyrimidine-2,4-dione